ClC=1C=NC(=NC1)N1CCC(CC1)(C)CCCCOC1=CC(=C(C=C1)CC(=O)N1CCN(CC1)C[C@@H]([C@H]([C@@H]([C@@H](CO)O)O)O)O)F 2-(4-(4-(1-(5-chloropyrimidin-2-yl)-4-methylpiperidin-4-yl)butoxy)-2-fluorophenyl)-1-(4-((2S,3R,4R,5R)-2,3,4,5,6-pentahydroxyhexyl)piperazin-1-yl)ethan-1-one